5-amino-1-(2-((2-((3-chloro-2-fluorophenylmethyl)amino)-2-oxoethyl)(cyclopropyl)amino)-2-oxoethyl)-1H-indazole-3-carboxamide NC=1C=C2C(=NN(C2=CC1)CC(=O)N(C1CC1)CC(=O)NCC1=C(C(=CC=C1)Cl)F)C(=O)N